[N+](=[N-])=CC(CC[C@@H](C(=O)OCCNC1=CC=NC=C1)NC([C@H](C)OC)=O)=O 2-(pyridin-4-ylamino)ethyl (S)-6-diazo-2-((S)-2-methoxypropanamido)-5-oxohexanoate